ethyl 3-(5-fluoropyridin-2-yl)-3-hydroxybutanoate FC=1C=CC(=NC1)C(CC(=O)OCC)(C)O